[O-]CCC.C(C=C)(=O)OCC(C)(COC(C=C)=O)C neopentyl glycol diacrylate propoxide